6-(5-(8-azabicyclo[3.2.1]oct-3-yl)-3-isopropyl-1H-indol-2-yl)-7,8-dimethyl-[1,2,4]triazolo[4,3-a]pyridine C12CC(CC(CC1)N2)C=2C=C1C(=C(NC1=CC2)C=2C(=C(C=1N(C2)C=NN1)C)C)C(C)C